5-Bromo-4-chloro-2,6-diphenylpyrimidine BrC=1C(=NC(=NC1C1=CC=CC=C1)C1=CC=CC=C1)Cl